C(C)(C)O[Ti](OC(C)C)(OC(C)C)OC(C)C tetraisopropoxy-titanium